CC1=CC=C(CSC2=C3CCCC(C3=CC=C2)NCC#C)C=C1 5-((4-methylbenzyl)thio)-N-(prop-2-yn-1-yl)-1,2,3,4-tetrahydronaphthalen-1-amine